C(C1=CC=CC=C1)(=O)OCC(CO[Si](C)(C)C(C)(C)C)O [3-[tert-butyl (dimethyl) silyl] oxy-2-hydroxy-propyl] benzoate